ClC1=CC(=NC=C1)C(=O)NC 4-chloro-N-methylpicolinamide